4,4-difluoro-1-(4-methoxyphenyl)butane-1,3-dione FC(C(CC(=O)C1=CC=C(C=C1)OC)=O)F